FC1(CN(C1)C(=O)C1(CCOCC1)C1=C(C2=C(NC(=N2)[C@@H](NS(=O)(=O)C=2C=NN(C2C)C)C2CCC(CC2)(F)F)C=C1)F)F N-[(S)-{5-[4-(3,3-Difluoroazetidine-1-carbonyl)tetrahydropyran-4-yl]-4-fluoro-1H-benzimidazol-2-yl}(4,4-difluorocyclohexyl)methyl]-1,5-dimethylpyrazole-4-sulfonamide